(2-fluoro-4-(trifluoromethoxy)phenyl)boronic acid FC1=C(C=CC(=C1)OC(F)(F)F)B(O)O